5-fluoro-2-methyl-4-(1-methylcyclopropoxy)aniline FC=1C(=CC(=C(N)C1)C)OC1(CC1)C